benzyl 3-methyl-2-oxo-2,3,9,10-tetrahydro-1H-pyrido[3',4':4,5]pyrrolo[1,2,3-de]quinoxaline-8(7H)-carboxylate CN1C(CN2C=3C(=CC=CC13)C1=C2CCN(C1)C(=O)OCC1=CC=CC=C1)=O